[O-]S(=O)(=O)C(F)(F)F.C(C)(C)(C)OC([C@H](COC1=CC=C(C=C1)C=1C=[N+](N(C1)CC1CN(C(O1)(C)C)C(=O)OC(C)(C)C)C)ON1C(C2=CC=CC=C2C1=O)=O)=O 4-(4-((S)-3-(tert-butoxy)-2-((1,3-dioxoisoindolin-2-yl)oxy)-3-oxopropoxy)-phenyl)-1-((3-(tert-butoxycarbonyl)-2,2-dimethyloxazolidin-5-yl)methyl)-2-methyl-1H-pyrazol-2-ium triflate